COC(CCCCCCCC=CCC[C@H]([C@H](CC)C)OCC1=CC=C(C=C1)OC)=O (13R,14S)-14-methyl-13-p-methoxybenzyloxy-9-hexadecenoic acid methyl ester